N-(4-((6-amino-5-chloropyrimidin-4-yl)oxy)-2-fluorophenyl)-1-(4-chlorophenyl)-2-oxo-1,2-dihydropyridine-3-carboxamide NC1=C(C(=NC=N1)OC1=CC(=C(C=C1)NC(=O)C=1C(N(C=CC1)C1=CC=C(C=C1)Cl)=O)F)Cl